1-(1-(cyclohexanecarbonyl)-2,3-dihydro-1H-indol-5-yl)ethanone C1(CCCCC1)C(=O)N1CCC2=CC(=CC=C12)C(C)=O